C1(CC1)C1=NC=NC(=C1C1=NC=C2N(C(N(C2=N1)CC1=CC(=C(C=C1)C=1N(C=C(N1)C(F)(F)F)C)C)=N)CC(F)(F)F)OC 2-(4-cyclopropyl-6-methoxy-pyrimidin-5-yl)-9-[[3-methyl-4-[1-methyl-4-(trifluoromethyl)imidazol-2-yl]phenyl]methyl]-7-(2,2,2-trifluoroethyl)purin-8-imine